anthryl methacrylate CC(=C)C(=O)OC1=CC=CC2=CC3=CC=CC=C3C=C21